[N+](=O)([O-])C1=C(C(=C(C=C1)F)F)F p-nitrotrifluorobenzene